tert-Butyl 7'-((4-(tert-butoxycarbonyl)-1H-pyrazol-1-yl)methyl)-1'H-spiro[cyclopropane-1,4'-isoquinoline]-2'(3'H)-carboxylate C(C)(C)(C)OC(=O)C=1C=NN(C1)CC1=CC=C2C3(CN(CC2=C1)C(=O)OC(C)(C)C)CC3